7'-(3,5-difluorophenoxy)-2',2'-difluoro-4'-(trifluoromethylsulfanyl)spiro[1,3-dioxolane-2,3'-indane]-1'-one FC=1C=C(OC=2C=CC(=C3C4(C(C(C23)=O)(F)F)OCCO4)SC(F)(F)F)C=C(C1)F